C(C)(C)(C)NC(C=C)(C)C N-tertiary butyl-1,1-dimethylallylamine